3-deoxyadenosine C1C(OC(C1O)N2C=NC3=C(N=CN=C32)N)CO